N,N-dimethyl-2-(morpholin-4-yl)-4-oxo-4H-chromene-6-carboxamide CN(C(=O)C=1C=C2C(C=C(OC2=CC1)N1CCOCC1)=O)C